NC1=NC=C(C(=N1)OC(C)C)C(=O)NC=1C(N(C=CC1)C1CC1)=O 2-amino-N-(1-cyclopropyl-2-oxo-3-pyridyl)-4-isopropoxy-pyrimidine-5-carboxamide